C(#N)CCOC=1C=2N=CN([C@H]3[C@H](O)[C@H](O)[C@@H](CO)O3)C2N=C(N1)N 6-O-(cyanoethyl)guanosine